BrC1=CC(=C(C=C1)OC(F)(F)F)[N+](=O)[O-] 4-bromo-2-nitrotrifluoromethoxybenzene